C1(=CC=CC=C1)N(C1=CC(=CC(=C1)N(C1=CC=CC=C1)C1=CC=CC=C1)N(C1=CC=CC=C1)C1=CC=CC=C1)C1=CC=CC=C1 N1,N1,N3,N3,N5,N5-hexaphenyl-1,3,5-benzenetriamine